O1CC(CC1)CN1N=C(C2=CC=CC=C12)C(=O)OC methyl 1-((tetrahydrofuran-3-yl)methyl)-1H-indazole-3-carboxylate